COC=1C=C(C=CC1NCC#CC=1N(C2=CC=CC(=C2C1)NC1CCC(CC1)N1CCS(CC1)=O)CC(F)(F)F)S(=O)(=O)N 3-methoxy-4-((3-(4-(((1S,4S)-4-(1-oxidothio-morpholino)cyclohexyl)amino)-1-(2,2,2-trifluoro-ethyl)-1H-indol-2-yl)prop-2-yn-1-yl)amino)benzene-sulfonamide